2-(5-chloro-4,6-dimethylpyridin-2-yloxy)-N-methyl-N-phenyl-acetamide ClC=1C(=CC(=NC1C)OCC(=O)N(C1=CC=CC=C1)C)C